[Co].[Ni].[Sb].[Sn] tin-antimony-nickel-cobalt